2-[2-(dimethylamino)ethoxy]-N,N-dihexyl-acetamide CN(CCOCC(=O)N(CCCCCC)CCCCCC)C